3-chloro-5,5-dimethyl-5H-indeno[1,2-c]pyridine ClC1=CC2=C(C=N1)C1=CC=CC=C1C2(C)C